(R)-4-amino-7-fluoro-N,3-dimethyl-N'-(2-methylbenzo[d]thiazol-6-yl)-1,3-dihydrofuro[3,4-c]quinoline-8-carbohydrazide NC1=NC=2C=C(C(=CC2C2=C1[C@H](OC2)C)C(=O)N(NC2=CC1=C(N=C(S1)C)C=C2)C)F